(5'S,7a'R)-5'-(3,5-difluorophenyl)-3-{[6-(4-methyl-1H-imidazol-1-yl)pyrimidin-4-yl]oxy}tetrahydro-3'H-spiro[cyclobutane-1,2'-pyrrolo[2,1-b][1,3]oxazol]-3'-one FC=1C=C(C=C(C1)F)[C@@H]1CC[C@H]2OC3(C(N21)=O)CC(C3)OC3=NC=NC(=C3)N3C=NC(=C3)C